FC=1C=C(C=C(C1)F)NC1=NC=2C(N=C1OC)=NON2 N-(3,5-DIFLUOROPHENYL)-6-METHOXY-[1,2,5]OXADIAZOLO[3,4-B]PYRAZIN-5-AMINE